AMMONIUM LAURYL SULPHATE S(=O)(=O)(OCCCCCCCCCCCC)[O-].[NH4+]